C(C)(C)NC1=NC(=NC(=N1)NC1=CC(=NC=C1)NC)C1=CC=CC=C1 N2-isopropyl-N4-(2-(methylamino)pyridin-4-yl)-6-phenyl-1,3,5-triazine-2,4-diamine